ClC=1C=C2C(=NC1)[C@@]1([C@H]([C@H]([C@@](O2)(C1=O)C1=CC=C(C=C1)C(F)F)C1=CC=CC=C1)C(=O)OC)O methyl (6S,7S,8S,9R)-3-chloro-6-(4-(difluoromethyl)phenyl)-9-hydroxy-10-oxo-7-phenyl-6,7,8,9-tetrahydro-6,9-methanooxepino[3,2-b]pyridine-8-carboxylate